N-(4-fluorophenyl)-2-(3-{[6-methyl-5-(trifluoromethyl)pyridin-2-yl]amino}bicyclo[1.1.1]pentan-1-yl)propanamide FC1=CC=C(C=C1)NC(C(C)C12CC(C1)(C2)NC2=NC(=C(C=C2)C(F)(F)F)C)=O